C12OCC(C1)(C2)C=2N=C1N(C=C(C(=C1)OC1CCC1)C(=O)NC=1C(N(C=CC1)C1CC1)=O)C2 2-(2-oxabicyclo[2.1.1]hexan-4-yl)-7-cyclobutoxy-N-(1-cyclopropyl-2-oxo-1,2-dihydropyridin-3-yl)imidazo[1,2-a]pyridine-6-carboxamide